O=C(C(=O)OCCCCCC(OC(CCCCCC)CCCCCCCC)=O)CCC(=O)OCCCCCC(OC(CCCCCC)CCCCCCCC)=O Bis(6-oxo-6-(pentadecan-7-yloxy)hexyl) 2-oxopentanedioate